(S)-Ethyl 2-azabicyclo[2.2.2]octane-3-carboxylate C12N[C@@H](C(CC1)CC2)C(=O)OCC